CC=1C=NC(=NC1)O[C@H]1CNCC1 R-5-methyl-2-(pyrrolidin-3-yloxy)pyrimidine